2-hydroxyethyl 2-butyloctanoate C(CCC)C(C(=O)OCCO)CCCCCC